C1(CC1)CNC1=C(C#N)C=C(C=C1)C1=NC(=NO1)C=1C=C2C(CC(OC2=CC1)(CC)CC)=O 2-((cyclopropylmethyl)amino)-5-(3-(2,2-diethyl-4-oxochroman-6-yl)-1,2,4-oxadiazol-5-yl)benzonitrile